n-hexadecyl-carbonic acid C(CCCCCCCCCCCCCCC)OC(O)=O